[4-[[(3,4-dimethylpyrimido[4',5':4,5]thieno[2,3-c]pyridazin-8-yl)amino]methyl]phenyl]-(1-piperidyl)methanone CC1=C(C2=C(N=N1)SC1=C2N=CN=C1NCC1=CC=C(C=C1)C(=O)N1CCCCC1)C